3-(3-(4-((5-methylfuran-2-yl)methyl)benzyl)isoxazol-5-yl)pyridin-2-amine CC1=CC=C(O1)CC1=CC=C(CC2=NOC(=C2)C=2C(=NC=CC2)N)C=C1